NC1=NC=CC(=C1)C1=CC=C(S1)C(=O)O 5-(2-amino-4-pyridinyl)thiophene-2-carboxylic acid